C1(=CC=CC=C1)C(CC=1C=NC=CC1)C1=CC=CC=C1 3-(2,2-diphenylethyl)pyridine